ClC=1C=CC=2N(C3=CC=C(C=C3C2C1)Cl)CCCCP(O)(O)=O (4-(3,6-dichloro-9H-carbazole-9-yl)butyl)phosphonic acid